2-fluoro-5-((S)-3-hydroxypyrrolidine-1-carbonyl)-N-(3-((R)-1-(4-methyl-4H-1,2,4-triazol-3-yl)propan-2-yl)phenyl)benzamide FC1=C(C(=O)NC2=CC(=CC=C2)[C@@H](CC2=NN=CN2C)C)C=C(C=C1)C(=O)N1C[C@H](CC1)O